C(C=C)(=O)NCCCN(C)C [3-(acryloylamino)-propyl]-dimethylamine